(3R,6S,9S,12S,15S,18R,19R)-9-(aminomethyl)-18,19-dibutyl-12-cyclohexyl-6-((S)-1-hydroxyethyl)-3,16-dimethyl-15-propyl-1-oxa-4,7,10,13,16-pentaazanonadecan NC[C@@H](CN[C@@H](CN[C@@H](CO)C)[C@H](C)O)NC[C@@H](NC[C@@H](N(C[C@@H](CCCCC)CCCC)C)CCC)C1CCCCC1